39-(tetracos-15-enoyloxy)-nonatriacontanoic acid C(CCCCCCCCCCCCCC=CCCCCCCCC)(=O)OCCCCCCCCCCCCCCCCCCCCCCCCCCCCCCCCCCCCCCC(=O)O